O=C1N(C2=C(N1C1C(NC(CC1)=O)=O)C=CC=C2)CC2CCNCC2 3-(2-Oxo-3-(piperidin-4-ylmethyl)-2,3-dihydro-1H-benzo[d]imidazol-1-yl)piperidine-2,6-dione